tristyrylphenol phosphate salt P(=O)(O)(O)O.C(=CC1=CC=CC=C1)C1=C(C(=C(C=C1)O)C=CC1=CC=CC=C1)C=CC1=CC=CC=C1